S1C=NC2=C1C(=CC=C2)OC2CC(C2)C(=O)N2CC1CCC(C2)N1C1=CC=C(C=N1)C#N 6-{3-[(1r,3r)-3-(1,3-benzothiazol-7-yloxy)cyclobutanecarbonyl]-3,8-diazabicyclo[3.2.1]octan-8-yl}pyridine-3-carbonitrile